N2-(2-(1-(Cyclopropylsulfonyl)-1H-pyrazol-4-yl)pyrimidin-4-yl)-5-(1-(difluoromethyl)-1H-pyrazol-3-yl)-N4-(4-((dimethylamino)methyl)-4-methylcyclohexyl)pyridine-2,4-diamine C1(CC1)S(=O)(=O)N1N=CC(=C1)C1=NC=CC(=N1)NC1=NC=C(C(=C1)NC1CCC(CC1)(C)CN(C)C)C1=NN(C=C1)C(F)F